C(#N)C=1C=2N(C=CC1)C(=CN2)C(=O)N[C@H](C(=O)NC=2C=C1CC(CC1=CC2)(N2CC1(CC1)CNC2=O)C(NC)=O)C2CCCCC2 8-cyano-N-((1S)-1-cyclohexyl-2-((2-(methylcarbamoyl)-2-(6-oxo-5,7-diazaspiro[2.5]octan-5-yl)-2,3-dihydro-1H-inden-5-yl)amino)-2-oxoethyl)imidazo[1,2-a]pyridine-3-carboxamide